1,1'-(2,4,6-trihydroxy-1,3-phenylene)bis(8-bromooctan-1-one) OC1=C(C(=CC(=C1C(CCCCCCCBr)=O)O)O)C(CCCCCCCBr)=O